4'-bromo-9'-(piperidin-4-yl)-5'H-spiro[cyclohexane-1,7'-indolo[1,2-a]quinazolin]-5'-one BrC=1C=2C(N=C3N(C2C=CC1)C1=CC=C(C=C1C31CCCCC1)C1CCNCC1)=O